rel-3-chloro-4-((5-Chloro-3-fluoropyridin-2-yl)methoxy-d2)-2'-(3-(2-hydroxypropan-2-yl)-2-oxopyrazin-1(2H)-yl)-5',6-dimethyl-2H-[1,4'-bipyridine]-2-one ClC=1C(N(C(=CC1OC([2H])([2H])C1=NC=C(C=C1F)Cl)C)C1=CC(=NC=C1C)N1C(C(=NC=C1)C(C)(C)O)=O)=O